pentaoxaheptadecyl methacrylate C(C(=C)C)(=O)OOOOOOCCCCCCCCCCCC